OC1(CC(C1)C(=O)N1CC2(C1)CC(C2)CC=2C(=NN(C2)C)C(F)(F)F)C ((1s,3s)-3-Hydroxy-3-methylcyclobutyl)(6-((1-methyl-3-(trifluoromethyl)-1H-pyrazol-4-yl)methyl)-2-azaspiro[3.3]heptan-2-yl)methanon